N-Cbz-glutamic acid C(=O)(OCC1=CC=CC=C1)N[C@@H](CCC(=O)O)C(=O)O